CCCCCCC#C octa-7-yn